IC=1[C@]2(C)[C@@H](CC1)[C@@H]1CCC3C[C@H](CC[C@]3(C)[C@H]1CC2)O 17-iodo-androst-16-en-3β-ol